C(CCC)NC(=O)C1=NC=C(N=C1)N1[C@@H](C2=C(CC1)NC=N2)C2=NN1C(C(=CC=C1)F)=C2 (S)-N-butyl-5-(4-(4-fluoropyrazolo[1,5-a]pyridin-2-yl)-1,4,6,7-tetrahydro-5H-imidazo[4,5-c]pyridin-5-yl)pyrazine-2-carboxamide